amino-2,6-dimethylphenol hydrochloride Cl.NC=1C(=C(C(=CC1)C)O)C